NC1=NC(=C(C=2N1N=C(N2)CC2=NC=CC=C2)Br)C=2C=C(C#N)C=CC2 3-(5-amino-8-bromo-2-(pyridin-2-ylmethyl)-[1,2,4]triazolo[1,5-c]pyrimidin-7-yl)benzonitrile